(4,6-difluorophenyl)pyridine methyl-3-methoxyquinoline-6-carboxylate COC(=O)C=1C=C2C=C(C=NC2=CC1)OC.FC1=CC=C(C(=C1)F)C1=NC=CC=C1